(±)-1-Spiro[3.3]hept-2-yl-3-[(1H-[1,2,3]triazol-4-yl)-(3-trifluoromethyl-phenyl)-methyl]-urea C1C(CC12CCC2)NC(=O)N[C@H](C2=CC(=CC=C2)C(F)(F)F)C=2N=NNC2 |r|